2-(1-(1-(2,6-bis(benzyloxy)pyridin-3-yl)-3-methyl-2-oxo-2,3-dihydro-1H-benzo[d]imidazol-5-yl)piperidin-4-yl)-2-methylpropanamide C(C1=CC=CC=C1)OC1=NC(=CC=C1N1C(N(C2=C1C=CC(=C2)N2CCC(CC2)C(C(=O)N)(C)C)C)=O)OCC2=CC=CC=C2